C12CCCC(CC1)N2C2=NC=C(C=N2)C(=O)NC=2C(=NC=CC2C2=C(C=CC(=C2)F)F)C2CCC(CC2)(F)F 2-(8-azabicyclo[3.2.1]octan-8-yl)-N-(2-(4,4-difluorocyclohexyl)-4-(2,5-difluorophenyl)pyridin-3-yl)pyrimidine-5-carboxamide